C(#N)C=1C(=NC(=C(C1CC)C#N)N(C)CCNCC)SC(C(=O)N)C1=CC=CC=C1 2-(3,5-dicyano-4-ethyl-6-((2-(ethylamino)ethyl)(methyl)amino)pyridin-2-ylsulfanyl)-2-phenylacetamide